3-((1H-pyrazol-1-yl)methyl)-6-chloro-2-methoxypyridine N1(N=CC=C1)CC=1C(=NC(=CC1)Cl)OC